(R)-3-(tert-butyl)-N-(8-(4-((1-methyl-1H-pyrazol-3-yl)amino)-1,3,5-triazin-2-yl)-2-(oxetan-3-yl)-2,3,4,5-tetrahydro-1H-benzo[c]azepin-5-yl)-1,2,4-oxadiazole-5-carboxamide C(C)(C)(C)C1=NOC(=N1)C(=O)N[C@H]1C2=C(CN(CC1)C1COC1)C=C(C=C2)C2=NC=NC(=N2)NC2=NN(C=C2)C